CC1=CC=CC=2N1C=C(N2)C(=O)NN 5-methylimidazo[1,2-a]pyridine-2-carbohydrazide